2-(7-(diethylamino)-4-methyl-2-oxo-2H-chromen-3-yl)ethyl (4-((aminooxy)carbonyl)benzyl)carbamate NOC(=O)C1=CC=C(CNC(OCCC=2C(OC3=CC(=CC=C3C2C)N(CC)CC)=O)=O)C=C1